The molecule is a glycosyl alditol consisting of beta-D-galactofuranose and D-altritol residues joined in sequence by a (1->4) glycosidic bond. It derives from a beta-D-galactofuranose and a D-altritol. C([C@H]([C@H]1[C@@H]([C@H]([C@@H](O1)O[C@H]([C@@H](CO)O)[C@H]([C@@H](CO)O)O)O)O)O)O